C12COCC(N1C1=NN3C(N=CC=C3)=C1C(=O)O)C2 (3-oxa-6-azabicyclo[3.1.1]heptan-6-yl)pyrazolo[1,5-a]pyrimidine-3-carboxylic acid